C(C1CO1)OCCC[Si](OC)(OC)CCCOCC1CO1 di(γ-glycidoxypropyl)dimethoxysilane